2-((4R,5S)-7-ethyl-4-(4-fluorophenyl)-6-oxo-1-phenyl-5-(3-(trifluoromethyl)benzamido)-4,5,6,7-tetrahydro-1H-pyrazolo[3,4-b]pyridin-3-yl)acetic acid C(C)N1C2=C([C@H]([C@@H](C1=O)NC(C1=CC(=CC=C1)C(F)(F)F)=O)C1=CC=C(C=C1)F)C(=NN2C2=CC=CC=C2)CC(=O)O